S(=O)(=O)(ON1[C@@H]2CC[C@H](N(C1=O)C2)C(NC(CCON/C(=N/C(OC(C)(C)C)=O)/NC(=O)OC(C)(C)C)=O)=N)[O-].[Na+] sodium (2S,5R)-2-(N-((E)-6-((tert-butoxycarbonyl) amino)-2,2-dimethyl-4-oxo-3,8-dioxa-5,7-diazaundec-5-en-11-oyl) carbamimidoyl)-7-oxo-1,6-diazabicyclo[3.2.1]octan-6-yl sulfate